COC1=C(C=CC(=C1)OC)CNC1=NC=CC2=C1C(=NN2[C@@H]2C=CC[C@H](C2)C(=O)OCC2=CC=CC=C2)I Benzyl (1R,5S)-5-[4-[(2,4-dimethoxyphenyl)methylamino]-3-iodo-pyrazolo[4,3-c]pyridine-1-yl]cyclohex-3-ene-1-carboxylate